(S)-2-(5-bromo-3-isopropyl-2-oxopyrazin-1(2H)-yl)-4-methylpentanoate BrC=1N=C(C(N(C1)[C@H](C(=O)[O-])CC(C)C)=O)C(C)C